[C@@H]12N(C[C@@H](NC1)C2)C2=CC(=CC(=N2)N2CC=1C(=NC=CC1C2=O)C2=C(C=CC=C2OC)F)C 2-(6-((1s,4s)-2,5-diazabicyclo[2.2.1]hept-2-yl)-4-methylpyridin-2-yl)-4-(2-fluoro-6-methoxyphenyl)-2,3-dihydro-1H-pyrrolo[3,4-c]pyridin-1-one